FC1=C(C(=CC=C1)C)N1CCC(CC1)C1=CC=2C(=NC=CN2)N(C1=O)[C@@H]1C=2C=CC=NC2CCC1 (S)-7-(1-(2-Fluoro-6-methylphenyl)piperidin-4-yl)-5-(5,6,7,8-tetrahydroquinolin-5-yl)pyrido[2,3-b]pyrazin-6(5H)-one